(6-(2-(3-methylbenzylidene)hydrazinyl)-9-(3-(trifluoromethyl)phenyl)-9H-purin-2-yl)morpholine CC=1C=C(C=NNC2=C3N=CN(C3=NC(=N2)N2CCOCC2)C2=CC(=CC=C2)C(F)(F)F)C=CC1